NCCNCCN1CCN(CC1)CCN N1-(2-aminoethyl)-1,4-piperazinediethylamine